O1CC=NCC1C(=O)[O-] [1,4]Oxazine-6(5H)-carboxylate